ethyl 4-(5-(benzyloxy)-1-(4-fluoro-3-methylphenyl)-2-(tetrahydro-2H-pyran-4-yl)-1H-indol-3-yl)cyclohex-3-ene-1-carboxylate C(C1=CC=CC=C1)OC=1C=C2C(=C(N(C2=CC1)C1=CC(=C(C=C1)F)C)C1CCOCC1)C1=CCC(CC1)C(=O)OCC